FC(C(=O)O)(F)F.BrC=1C=C(CNC(=N)N)C=CC1COCCF 1-{3-bromo-4-[(2-fluoroethoxy)methyl]benzyl}guanidine, trifluoroacetic Acid Salt